3-hydroxyquinoxaline-5-carboxamide OC=1C=NC=2C=CC=C(C2N1)C(=O)N